CCS(=O)(O)=S.CS(=O)(OC)=S methyl methanethiosulfonate (methyl methanethiosulfonate)